Perfluoro(2,2-dimethyl)-1,3-dioxole FC=1OC(OC1F)(C(F)(F)F)C(F)(F)F